ClC=1C=C2C(=CC1)NC(C21CCN(CC1)CCOC1=CC(=C(C(=C1)F)[C@@H](C)S(=O)(=O)C)F)=O (R)-5-chloro-1'-{2-[3,5-difluoro-4-(1-methanesulfonyleth-yl)phenoxy]ethyl}-1,2-dihydrospiro[indole-3,4'-piperidin]-2-one